C(C)(=O)C1=CC=C2C(=N1)N(C(=C2)B2OC(CN(CC(O2)=O)C)=O)COCC[Si](C)(C)C 2-(6-acetyl-1-((2-(trimethylsilyl)ethoxy)methyl)-1H-pyrrolo[2,3-b]pyridin-2-yl)-6-methyl-1,3,6,2-dioxazaborocane-4,8-dione